3-Diethylmethoxysilylpropyl-phthalic anhydride C(C)[Si](CCCC1=C2C(C(=O)OC2=O)=CC=C1)(OC)CC